C1(C(CCCCCCCCCCCCCCCC)CCCCCCCCCCCCCCCC1)O hexadecanooctadecanol